2-(4-methoxybenzyl)-1-oxo-5-bromo-1,2,3,4-tetrahydroisoquinoline COC1=CC=C(CN2C(C3=CC=CC(=C3CC2)Br)=O)C=C1